FC(C(=O)O)(F)F.ClC1=CC(=C2C(=N1)C(=C(S2)[C@H]2CC=CC[C@@H]2NC)C#CCCCO)NCC=2SC=CC2 5-(5-chloro-2-((1S,6S)-6-(methylamino)cyclohex-3-en-1-yl)-7-((thiophen-2-ylmethyl)amino)thieno[3,2-b]pyridin-3-yl)pent-4-yn-1-ol trifluoroacetate